ClC1=CC=C2C(=CC=NC2=C1)C(CCCN(CCN1CCNCC1)CC)(C)N 4-(7-chloro-4-quinolinyl)-N1-ethyl-N1-(2-(1-piperazinyl)ethyl)pentane-1,4-diamine